ClC1=C(C(=NC=C1)N1CCN2C=3[C@@H]4CC[C@H](C3C=C2C1=O)C4)C=O 4-Chloro-2-[(1R,11S)-7-oxo-3,6-diazatetracyclo[9.2.1.02,10.03,8]tetradeca-2(10),8-dien-6-yl]pyridine-3-carbaldehyde